COC1=C(C(=O)P(CCC2=CC=CC=C2)(C(C2=C(C=CC=C2OC)OC)=O)=O)C(=CC=C1)OC bis(2,6-dimethoxybenzoyl)-2-phenylethyl-Phosphine oxide